C(C)(C)(C)OC(C[C@H](C(=O)O)CC1=C(C=CC=C1)C#N)=O (R)-4-(tert-butoxy)-2-(2-cyanobenzyl)-4-oxobutanoic acid